4-chlorobenzyl (4-(1-(oxetane-3-carboxamido)ethyl)phenyl)carbamate O1CC(C1)C(=O)NC(C)C1=CC=C(C=C1)NC(OCC1=CC=C(C=C1)Cl)=O